CN(C=1SC2=C(N1)SC(=N2)C2=NC=C(C=C2O)C=2C=NNC2)C2CCN(CC2)C(C)C 2-(5-{Methyl[1-(propan-2-yl)piperidin-4-yl]amino}[1,3]thiazolo[5,4-d][1,3]thiazol-2-yl)-5-(1H-pyrazol-4-yl)pyridin-3-ol